CC1=NN(C2=CC=C(C=C12)C(=O)O)C1=CC(=CC=C1)C(F)(F)F 3-methyl-1-(3-(trifluoromethyl)phenyl)-1H-indazole-5-carboxylic acid